ClC1=NC2=CC=CC=C2C(=N1)N(CCC)C1=CC=CC=C1 2-chloro-N-Phenyl-N-Propylquinazolin-4-amine